N-(7-chloro-6R-(spiro[2.2]pentan-1-yl)isoquinolin-3-yl)-2-(1-methyl-1H-pyrazol-4-yl)cyclopropane-1-carboxamide ClC1=C(C=C2C=C(N=CC2=C1)NC(=O)C1C(C1)C=1C=NN(C1)C)[C@@H]1CC12CC2